(rac)-2'-[6-amino-5-(3-methoxyphenyl)pyridin-3-yl]-N-ethyl-5',6'-dihydrospiro[pyrrolidine-3,4'-pyrrolo[1,2-b]pyrazole]-1-carboxamide NC1=C(C=C(C=N1)C=1C=C2N(N1)CC[C@]21CN(CC1)C(=O)NCC)C1=CC(=CC=C1)OC |r|